R-2-Trifluoromethyl-4-cyanopyrazole FC(N1N=CC(=C1)C#N)(F)F